NC1CCN(CC1)CC1=CC=C(C=C1)N1C(=NC=2C1=NC(=CC2)C=2C=CC(NC2)=O)C=2C(=NC=CC2)N 5-(3-(4-((4-Aminopiperidin-1-yl)methyl)phenyl)-2-(2-aminopyridin-3-yl)-3H-imidazo[4,5-b]pyridin-5-yl)pyridin-2(1H)-one